C(CCC)C(COCCCCO)CCCCC 4-((2-butylheptyl)oxy)butan-1-ol